N-(4-methoxybenzyl)-6-methyl-1,3-dihydrofuro[3,4-c]pyridin-4-amine COC1=CC=C(CNC2=NC(=CC3=C2COC3)C)C=C1